(3-(3',5'-dimethyl-1H,1'H-[4,4'-bipyrazol]-1-yl)azetidin-3-yl)acetonitrile CC1=NNC(=C1C=1C=NN(C1)C1(CNC1)CC#N)C